4-(2-(((2-fluoroethyl)amino)ethyl)benzyl)-2-(4-methoxy-2-methylphenyl)-1H-indol-5-ol FCCNCCC1=C(CC2=C3C=C(NC3=CC=C2O)C2=C(C=C(C=C2)OC)C)C=CC=C1